O=C1C2=CC(=CC=3C(C(C=4C=C(C=C(C1=O)C4C32)C#N)=O)=O)C#N 4,5,9,10-tetraoxo-4,5,9,10-tetrahydropyrene-2,7-dinitrile